(S)-tert-butyl (1-((2-(3',4'-dichloro-[1,1'-biphenyl]-4-yl)ethyl) Amino)-1-oxopentan-2-yl)(methyl)carbamate ClC=1C=C(C=CC1Cl)C1=CC=C(C=C1)CCNC([C@H](CCC)N(C(OC(C)(C)C)=O)C)=O